3-phenyl-5-(p-tolyl)-1,2,4-thiadiazole C1(=CC=CC=C1)C1=NSC(=N1)C1=CC=C(C=C1)C